N[C@H](CC(=O)N)C=1N=NN(N1)CCC1=CC=CC=C1 (3R)-3-amino-3-[2-(2-phenylethyl)tetrazol-5-yl]propanamide